CC1=CC=C(OC2=CC=C(C=C2)N2N=C3C(NCC[C@H]3N3CCN(CC3)S(=O)(=O)C3=C(C=CC=C3)[N+](=O)[O-])=C2C(=O)OCC)C=C1 ethyl (7R)-2-[4-(4-methylphenoxy)phenyl]-7-[4-(2-nitrobenzene-1-sulfonyl)piperazin-1-yl]-4,5,6,7-tetrahydro-2H-pyrazolo[4,3-b]pyridine-3-carboxylate